acetyl-5-chloro-2,3-dihydro-1H-indole-6-sulfonyl chloride C(C)(=O)N1CCC2=CC(=C(C=C12)S(=O)(=O)Cl)Cl